(S)-2-((4-(6-((2-oxaspiro[3.5]nonan-7-yl)methoxy)pyridin-2-yl)piperazin-1-yl)methyl)-1-(oxetan-2-ylmethyl)-1H-benzo[d]imidazole-6-carboxylic acid C1OCC12CCC(CC2)COC2=CC=CC(=N2)N2CCN(CC2)CC2=NC1=C(N2C[C@H]2OCC2)C=C(C=C1)C(=O)O